bromo(isopropyl)zinc Br[Zn]C(C)C